(R)-2-((tert-butyldimethylsilyl)oxy)-2-(5-chloropyridin-2-yl)ethan-1-ol [Si](C)(C)(C(C)(C)C)O[C@@H](CO)C1=NC=C(C=C1)Cl